[6-methoxy-2-methyl-3-(3,4,5-trimethoxybenzoyl)-1-benzofuran-7-yl]phosphat COC1=C(C2=C(C(=C(O2)C)C(C2=CC(=C(C(=C2)OC)OC)OC)=O)C=C1)OP(=O)([O-])[O-]